C(C)(C)(C)OC(=O)N1CCC(CC1)N1N=CC(=C1)B1OC(C(O1)(C)C)(C)C 4-[4-(tetramethyl-1,3,2-dioxaborolan-2-yl)-1H-pyrazol-1-yl]Piperidine-1-carboxylic acid tert-butyl ester